3-(2-(diethylamino)ethyl-d4)-1H-indol-4-yl (9Z,12Z)-octadeca-9,12-dienoate C(CCCCCCC\C=C/C\C=C/CCCCC)(=O)OC1=C2C(=CNC2=CC=C1)C(C(N(CC)CC)([2H])[2H])([2H])[2H]